C(C)(C)(C)OC(=O)N1CC=2N=C(N=C(C2CC1)OCC1=CC=CC=C1)S(=O)(=O)C 4-(benzyloxy)-2-(methylsulfonyl)-5,6-dihydropyrido[3,4-d]pyrimidine-7(8H)-carboxylic acid tert-butyl ester